CC1=CC=2N=CNC(C2S1)=O 6-methylthiopheno[3,2-d]pyrimidin-4(3H)-one